5'-Bromo-7'-(chloromethyl)-2,2-difluoro-2',3'-dihydro-1'H-spiro[cyclopropane-1,4'-isoquinolin]-1'-one BrC1=C2C3(CNC(C2=CC(=C1)CCl)=O)C(C3)(F)F